4-((6-((2,4-Dimethylphenyl)sulfonyl)-2,6-diazaspiro[3.3]heptan-2-yl)methyl)tetrahydro-2H-pyran-4-ol CC1=C(C=CC(=C1)C)S(=O)(=O)N1CC2(CN(C2)CC2(CCOCC2)O)C1